O=C1N(CC2=C3C(=CC=C12)C1(CCN(CC1)CC=1C=CC2=C(NC(O2)=O)C1)CO3)C3C(NC(CC3)=O)=O 3-(6-oxo-1'-((2-oxo-2,3-dihydrobenzo[d]oxazol-5-yl)methyl)-6,8-dihydro-2H,7H-spiro[furo[2,3-e]isoindole-3,4'-piperidin]-7-yl)piperidine-2,6-dione